C1(=CC(=CC=C1)CC1C2(CNS(N2)(=O)=O)CCCN1C(=O)NCC)C1=CC=CC=C1 (CIS)-6-({[1,1'-biphenyl]-3-yl}methyl)-N-ethyl-2,2-dioxo-2λ6-thia-1,3,7-triazaspiro[4.5]decane-7-carboxamide